FC1([C@@H](CN(C1)C)NC1=NN2C(C(=N1)OC)=C(C(=C2)F)C=2C=C(C1=C(N(C(=N1)C)CC(F)F)C2)F)F (R)-N-(4,4-difluoro-1-methylpyrrolidin-3-yl)-5-(1-(2,2-difluoroethyl)-4-fluoro-2-methyl-1H-benzo[d]imidazol-6-yl)-6-fluoro-4-methoxypyrrolo[2,1-f][1,2,4]triazin-2-amine